(S)-8-(2-amino-6-((R)-2,2,2-trifluoro-1-(2-(3-methyl-1H-pyrazol-1-yl)-4-propylphenyl)ethoxy)pyrimidin-4-yl)-2,8-diazaspiro[4.5]decane-3-carboxylic acid NC1=NC(=CC(=N1)N1CCC2(C[C@H](NC2)C(=O)O)CC1)O[C@@H](C(F)(F)F)C1=C(C=C(C=C1)CCC)N1N=C(C=C1)C